CN1CCC(CC1)NC(=O)C1=NC(=CC=C1)C=1C=NC2=CC=CC(=C2C1)NC(C=C)=O N-(1-methyl-4-piperidyl)-6-[5-(prop-2-enoylamino)-3-quinolyl]pyridine-2-carboxamide